(4R,5S)-2-amino-5-((R)-5H-imidazo[5,1-a]isoindol-5-yl)-4,5,6,7-tetrahydropyrazolo[1,5-a]pyridin-4-ol NC1=NN2C([C@@H]([C@@H](CC2)[C@H]2N3C(C4=CC=CC=C24)=CN=C3)O)=C1